4-(2-chloro-5-methoxypyridin-4-yl)-6-methylpyridine-3-carboxylic acid ClC1=NC=C(C(=C1)C1=C(C=NC(=C1)C)C(=O)O)OC